2-(4-((4-((3-(2-hydroxypropan-2-yl)phenyl)amino)-5-methylthieno[2,3-d]pyrimidin-2-yl)amino)-3-methyl-1H-pyrazol-1-yl)-2-methylpropanamide OC(C)(C)C=1C=C(C=CC1)NC=1C2=C(N=C(N1)NC=1C(=NN(C1)C(C(=O)N)(C)C)C)SC=C2C